1-((2S,3S)-3-((tert-butyldimethylsilyl)oxy)-2-((6-chloro-1H-pyrazolo[3,4-d]pyrimidin-1-yl)methyl)pyrrolidin-1-yl)ethan-1-one [Si](C)(C)(C(C)(C)C)O[C@@H]1[C@@H](N(CC1)C(C)=O)CN1N=CC=2C1=NC(=NC2)Cl